C(N)(OC[C@H]1[C@H](CCC1)NC1=NC=C(C(=N1)C1=CNC2=C(C=CC=C12)P(=O)(C)C)C(F)(F)F)=O ((cis-2-((4-(7-(dimethylphosphoryl)-1H-indol-3-yl)-5-(trifluoromethyl) pyrimidin-2-yl) amino) cyclopentyl) methyl) carbamate